(R)-N-[(1SR)-1-[4-(4-chloro-2,3,7,10-tetrazatricyclo[7.4.0.02,6]trideca-1(9),3,5,7-tetraen-10-yl)phenyl]-2,2-difluoro-propyl]-N,2-dimethyl-propane-2-sulfinamide ClC1=NN2C=3CCCN(C3C=NC2=C1)C1=CC=C(C=C1)[C@@H](C(C)(F)F)N([S@](=O)C(C)(C)C)C |&1:20|